FC1=C(C=CC(=C1)N1CCN(CC1)C)C1=C(N=C(S1)C1=C(N=CN1C(C)C)C1=CC=C(C=C1)F)C(=O)N (2-fluoro-4-(4-methylpiperazin-1-yl)phenyl)-2-(4-(4-fluorophenyl)-1-isopropyl-1H-imidazol-5-yl)thiazole-4-carboxamide